zinc acrylate C(C=C)(=O)[O-].[Zn+2].C(C=C)(=O)[O-]